(12R)-caproyl-oxygen [(1S,2S,3R)-4-(3-chloro-5-fluoro-phenoxy)-2,3-difluoro-7-(trifluoromethylsulfanyl)indan-1-yl]acetate ClC=1C=C(OC2=C3[C@H]([C@H]([C@H](C3=C(C=C2)SC(F)(F)F)CC(=O)[O-])F)F)C=C(C1)F.C(CCCCC)(=O)[O+]